bis(2,2-Difluoroethyl) carbonate C(OCC(F)F)(OCC(F)F)=O